COC(=O)[C@]1(N[C@H]([C@]([C@@H]1C1=CC=CC=C1)([N+](=O)[O-])C)C1=CC=C(C=C1)C#N)C (2S,3R,4S,5S)-5-(4-cyanophenyl)-2,4-dimethyl-4-nitro-3-phenylpyrrolidine-2-carboxylic acid methyl ester